6-[(2,6-difluoro-4-pyridinyl)amino]-N-(2,2-dimethylpropyl)pyridine-2-carboxamide FC1=NC(=CC(=C1)NC1=CC=CC(=N1)C(=O)NCC(C)(C)C)F